ClC1=NC(=CC=C1C=1C=NN(C1)CC1CCCC1)C 2-chloro-3-(1-(cyclopentylmethyl)-1H-pyrazol-4-yl)-6-methylpyridine